C(C)(C)(C)C1=CC(=NO1)NC(=O)NC1=CC=C(C=C1)N1N=NC(=C1)C1=CC=C(C=C1)OCCCN(C)C 1-(5-tert-butylisoxazol-3-yl)-3-(4-(4-(4-(3-dimethylaminopropoxy)phenyl)-1H-1,2,3-triazol-1-yl)phenyl)urea